N[C@H]1[C@@H]2N(C[C@H]1CC2)C(=O)C2=CC1=C(N(C(=N1)C=1N(C3=CC=CC=C3C1)C)CC1CN(C1)C=1C=C(C=NC1)C#N)C(=C2)OC 5-[3-({5-[(1R,4R,7R)-7-amino-2-azabicyclo[2.2.1]heptane-2-carbonyl]-7-methoxy-2-(1-methyl-1H-indol-2-yl)-1H-1,3-benzodiazol-1-yl}methyl)azetidin-1-yl]pyridine-3-carbonitrile